NC1=NC2=C(C=3N1N=C(N3)C=3OC=CC3)SC(N2CCN2CCN(CC2)C2=C(C=C(C=C2)OCCS(=O)(=O)C)F)=O 5-amino-3-(2-(4-(2-fluoro-4-(2-(methyl-sulfonyl)ethoxy)phenyl)piperazin-1-yl)ethyl)-8-(furan-2-yl)thiazolo[5,4-e][1,2,4]triazolo[1,5-c]pyrimidin-2(3H)-one